BrCC[C@H](CC1=CC2=CC=CC=C2C=C1)NC(OC(C)(C)C)=O (S)-tert-butyl 4-bromo-1-(naphthalen-2-yl)butan-2-ylcarbamate